2-chloro-5-(5,6-difluoro-4-hydroxy-3-(trifluoromethyl)-5,6-dihydropyrrolo[b]pyrrol-1(4H)-yl)benzonitrile ClC1=C(C#N)C=C(C=C1)N1C=C(C2=C1N(C(C2O)F)F)C(F)(F)F